FC(C(=O)O)(F)F.O=C1NC(CCC1N)=O (2,6-dioxopiperidin-3-yl)amine trifluoroacetate